3-Methoxy-7,7-dimethyl-8,10-bis(trifluoromethyl)-7H-benzo[c]fluorene-2,5-diol COC=1C(=CC2=C(C(=CC=3C(C=4C(=CC(=CC4C23)C(F)(F)F)C(F)(F)F)(C)C)O)C1)O